hexahydro-8,8-dimethyl-2-naphthalenal CC1(C=CCC2CCC(CC12)C=O)C